2-(4-(4-(5-oxo-2-phenyl-5,6-dihydropyrimido[4,5-d]pyridazin-4-ylamino)phenyl)piperazin-1-yl)acetic acid O=C1C2=C(C=NN1)N=C(N=C2NC2=CC=C(C=C2)N2CCN(CC2)CC(=O)O)C2=CC=CC=C2